ClC=1C=NC(=C(C(=O)N(C)CC2=C(C=C(C=C2)F)C(F)(F)F)C1)OC 5-chloro-N-(4-fluoro-2-(trifluoromethyl)benzyl)-2-methoxy-N-methylnicotinamide